[C@@H]12CNC[C@H]2C1C#CC1=C(C2=C(N=CN=C2N)N1C)C1=CC(=C(C=C1)Cl)OC 6-[2-[(1R,5S,6S)-3-azabicyclo[3.1.0]hexan-6-yl]ethynyl]-5-(4-chloro-3-methoxyphenyl)-7-methyl-7H-pyrrolo[2,3-d]pyrimidin-4-amine